FC(CCCC(=O)O)(C1=CC(=C(C=C1)F)F)F δ,δ,3,4-tetrafluoro-benzenepentanoic acid